methyl N-[5-[6-[(3-cyclopropylphenyl)-methyl-carbamoyl] imidazo[1,2-a]pyridin-3-yl]-2-pyridyl]carbamate C1(CC1)C=1C=C(C=CC1)N(C(=O)C=1C=CC=2N(C1)C(=CN2)C=2C=CC(=NC2)NC(OC)=O)C